N1CC(C1)OC=1C=CC(=C2CN(C(NC12)=O)C1CCC(CC1)C(=O)NC1=CC(=C(C=C1)C)OC)C (1s,4s)-4-(8-(Azetidin-3-yloxy)-5-methyl-2-oxo-1,2-dihydroquinazolin-3(4H)-yl)-N-(3-methoxy-4-methylphenyl)cyclohexanecarboxamide